C[C@H]1N(C[C@@H](N(C1)C1=NC=CC2=C1C(=CN2)C)C)C(=O)OC(C)(C)C tert-Butyl (2R,5S)-2,5-dimethyl-4-(3-methyl-1H-pyrrolo[3,2-c]pyridin-4-yl)piperazine-1-carboxylate